C(C)OCN(S(=O)(=O)C1(CC1)COC=1N=CC=C2C=C(C(N(C12)C)=O)C(=O)NCC1=CC=C(C=C1)C#N)COCC 8-((1-(N,N-bis(ethoxymethyl)sulfamoyl)cyclopropyl)methoxy)-N-(4-cyanobenzyl)-1-methyl-2-oxo-1,2-dihydro-1,7-naphthyridine-3-carboxamide